CC1(NC2=CC=CC=C2C(=C1)C)C 1,2-dihydro-2,2,4-Trimethylquinoline